[K].N1(CCCCC1)CCCNC(=O)C1=CC2=C(N(C(C=C2O)=O)C(C)C)S1 4-hydroxy-7-isopropyl-6-oxo-6,7-dihydro-thieno[2,3-b]pyridinecarboxylic acid (3-piperidin-1-yl-propyl)-amide potassium salt